ClC1=CC=CC=2N1N=C(N2)C2=C1C=C(N=CC1=C(N=C2)NC)NC(=O)C2CC2 N-(5-(5-chloro-[1,2,4]triazolo[1,5-a]pyridin-2-yl)-8-(methylamino)-2,7-naphthyridin-3-yl)cyclopropanecarboxamide